BrC1=C(C(=O)C2=CC(=CC=C2O)Br)C=C(C(=C1)O)O 2,3'-dibromo-4,5,6'-trihydroxybenzophenone